(8-((tert-butyloxycarbonyl)(1-ethyl-1H-1,2,3-triazol-4-yl)amino)-[1,2,4]triazolo[1,5-a]pyridin-6-yl)boronic acid C(C)(C)(C)OC(=O)N(C=1C=2N(C=C(C1)B(O)O)N=CN2)C=2N=NN(C2)CC